N-((1-Cyanopyrrolidin-3-yl)methyl)-4-methyl-3-oxo-3,4-dihydro-2H-benzo[b][1,4]oxazine-6-carboxamide C(#N)N1CC(CC1)CNC(=O)C1=CC2=C(OCC(N2C)=O)C=C1